C(CCCCC)C(C(=O)[O-])(CCCCCCCC)CCCCCC 2,2-dihexyldecanoat